trans-3-(trifluoromethyl)cyclobutanecarboxylic acid FC([C@@H]1C[C@H](C1)C(=O)O)(F)F